C(\C=C\CC(=O)[O-])C(=O)[O-].[NH4+].[NH4+] ammonium trans-2-butene-1,4-dicarboxylate